bis-(4-hydroxy-3,5-dibromophenyl)-propane OC1=C(C=C(C=C1Br)C(C)(C)C1=CC(=C(C(=C1)Br)O)Br)Br